ClC=1C(=NC(=NC1)NC1=C(C=C(C=C1)N1CCN(CC1)CC=1C=C2CN(C(C2=C(C1)F)=O)C1C(NC(CC1)=O)=O)OC)NC1=C(C=CC=C1)P(=O)(OC)OC 3-(5-((4-(4-((5-chloro-4-((2-(dimethylphosphono)phenyl)amino)pyrimidin-2-yl)amino)-3-Methoxyphenyl)piperazin-1-yl)methyl)-7-fluoro-1-oxoisoindolin-2-yl)piperidine-2,6-dione